4-fluoro-1-(1-hydroxy-2-methylpropan-2-yl)-N,N-bis(4-methoxybenzyl)-5-((4-methylpiperazin-1-yl)methyl)-1H-pyrazole-3-sulfonamide FC=1C(=NN(C1CN1CCN(CC1)C)C(CO)(C)C)S(=O)(=O)N(CC1=CC=C(C=C1)OC)CC1=CC=C(C=C1)OC